NC1=NN2C(N=CC(=C2)F)=C1C(=O)NC=1C=NC=C(C1N1CCN(CC1)S(=O)(=O)C1CCOCC1)F 2-amino-6-fluoro-N-(5-fluoro-4-(4-((tetrahydro-2H-pyran-4-yl)sulfonyl)piperazin-1-yl)pyridin-3-yl)pyrazolo[1,5-a]pyrimidine-3-carboxamide